methyl 5-[[4-[((trans)-4-cyanotetrahydropyran-3-yl) amino]-5-methyl-pyrimidin-2-yl] amino]-2-(5,5-dimethyl-1,3,2-dioxaborolan-2-yl)-3-methoxy-benzoate C(#N)[C@H]1[C@@H](COCC1)NC1=NC(=NC=C1C)NC=1C=C(C(=C(C(=O)OC)C1)B1OC(CO1)(C)C)OC